(3,5-di-tert-butyl-4-hydroxybenzyl)-butylmalonate C(C)(C)(C)C=1C=C(CC(C(=O)[O-])(C(=O)[O-])CCCC)C=C(C1O)C(C)(C)C